ClC1=CC(=C2C=NNC2=C1)C1(CCCCC1)O 1-(6-chloro-1H-indazol-4-yl)cyclohexanol